C(C)(=O)C1=C(C2=C(N=C(N=C2)NC2=CC=C(C=N2)N2CCN(CC2)C(CCC(=O)NC2=C(C(=O)NC=3SC(=C(N3)C)[N+](=O)[O-])C=CC=C2)=O)N(C1=O)C1CCCC1)C 2-(4-(4-(6-((6-acetyl-8-cyclopentyl-5-methyl-7-oxo-7,8-dihydropyrido[2,3-d]pyrimidin-2-yl)amino)pyridin-3-yl)piperazin-1-yl)-4-oxobutanamido)-N-(4-methyl-5-nitrothiazol-2-yl)benzamide